2-(4-nitro-[1,1'-biphenyl]-3-yl)propanamide [N+](=O)([O-])C1=C(C=C(C=C1)C1=CC=CC=C1)C(C(=O)N)C